C1(=CC=CC2=CC=CC=C12)NC1=CC=CC2=CC=CC=C12 dinaphthylamine